ethyl 2-(4-{acetyl [(3-methyloxetan-3-yl) methyl] amino} piperidin-1-yl)-6-azaspiro[3.4]octane-6-carboxylate C(C)(=O)N(C1CCN(CC1)C1CC2(C1)CN(CC2)C(=O)OCC)CC2(COC2)C